[2H]C=1SC2=C(N1)C=CC(=C2)S(=O)(=O)N2C(=CC1=CC(=CC=C21)Cl)CCCC(=O)O 4-[1-[(2-deuterio-1,3-benzothiazol-6-yl)sulfonyl]-5-chloro-1H-indol-2-yl]butanoic acid